ClC1=C(C(=CC=C1)Cl)C1=CC2=C(N=C(N=C2)NC2=CC(=CC=C2)SC)OC1=O 6-(2,6-dichlorophenyl)-2-((3-(methylthio)phenyl)amino)-7H-pyrano[2,3-d]pyrimidin-7-one